1-(2,6-bis(benzyloxy)pyridin-3-yl)-5-bromo-3-(2-methoxyethyl)-1H-benzo[d]imidazol-2(3H)-one C(C1=CC=CC=C1)OC1=NC(=CC=C1N1C(N(C2=C1C=CC(=C2)Br)CCOC)=O)OCC2=CC=CC=C2